C(CCCC)C1C(CCC1)=COC(C(=O)OC)C methyl 2-((2-pentylcyclopentylidene)methoxy)propanoate